C(CN=C=O)N=C=O Ethylene Diisocyanate